BrC=1SC=2CN(CCC2N1)C1=NC=NC2=CC=C(C=C12)Cl 2-bromo-5-(6-chloroquinazolin-4-yl)-4,5,6,7-tetrahydrothiazolo[5,4-c]pyridine